C(CC(O)(C(=O)OCC(C(C)C)C(C)C)CC(=O)OCC(C(C)C)C(C)C)(=O)OCC(C(C)C)C(C)C tri(3-methyl-2-(1-methylethyl)-1-butyl) citrate